ClC1=C(SC=2C1=NC=C(C2C)C(C)(C)O)C2=NC(=NC=C2F)N[C@@H]2C[C@H]1CO[C@@H]([C@H]2O)O1 (1S,3R,4S,5R)-3-((4-(3-chloro-6-(2-hydroxypropan-2-yl)-7-methylthieno[3,2-b]pyridin-2-yl)-5-fluoropyrimidin-2-yl)amino)-6,8-dioxabicyclo[3.2.1]octan-4-ol